(S)-N-((1-(4-(trifluoromethyl)phenyl)-2,3-dihydro-1H-pyrido[2,3-b][1,4]oxazin-3-yl)methyl)acetamide FC(C1=CC=C(C=C1)N1C2=C(O[C@H](C1)CNC(C)=O)N=CC=C2)(F)F